BrC=1C=C(C2=C(N(C(O2)=O)C)C1)Cl 5-bromo-7-chloro-3-methyl-1,3-benzoxazol-2(3H)-one